[Si](C)(C)(C(C)(C)C)OC1(CC1)C=1C(=CC2=C(OCCN2C(CCl)=O)N1)CC1=CC=C(C=C1)F 1-(6-(1-((tert-butyldimethylsilyl)oxy)cyclopropyl)-7-(4-fluorobenzyl)-2,3-dihydro-1H-pyrido[2,3-b][1,4]oxazin-1-yl)-2-chloroethan-1-one